3-chloro-4-(((3R,4S)-3-hydroxy-3-(hydroxymethyl)-4-((2-(trifluoromethyl)pyrimidin-5-yl)sulfonyl)pyrrolidin-1-yl)sulfonyl)benzonitrile ClC=1C=C(C#N)C=CC1S(=O)(=O)N1C[C@]([C@H](C1)S(=O)(=O)C=1C=NC(=NC1)C(F)(F)F)(CO)O